ethyl N-{[4-(4-fluorophenyl)-1-methyl-5-oxo-2H-pyrazol-3-yl]carbamothioyl}carbamate FC1=CC=C(C=C1)C1=C(NN(C1=O)C)NC(=S)NC(OCC)=O